C1(CC1)C1=NOC(=N1)C1=NN=C2N1CCN([C@@H]2C)C(=O)C2=CC=C(C=C2)F (R)-(3-(3-cyclopropyl-1,2,4-oxadiazol-5-yl)-8-methyl-5,6-dihydro-[1,2,4]triazolo[4,3-a]pyrazin-7(8H)-yl)(4-fluorophenyl)methanone